(1R,2S)-2-(3-(6-(1-methyl-1H-pyrazol-4-yl)pyrrolo[2,1-f][1,2,4]triazin-4-yl)-3,8-diazabicyclo[3.2.1]octane-8-carbonyl)cyclopropane-1-carbonitrile CN1N=CC(=C1)C=1C=C2C(=NC=NN2C1)N1CC2CCC(C1)N2C(=O)[C@@H]2[C@@H](C2)C#N